4,4'-([1,1'-biphenyl]-4,4'-diylbis(oxy))bis(3-(trifluoromethyl)aniline) C1(=CC=C(C=C1)OC1=C(C=C(N)C=C1)C(F)(F)F)C1=CC=C(C=C1)OC1=C(C=C(N)C=C1)C(F)(F)F